N1(N=CC=C1)CC=1C=CC(=NC1OC)C(=O)NS(=O)(=O)C1=C(C=CC=C1OC)OC1CCC1 5-((1H-pyrazol-1-yl)methyl)-N-((2-cyclobutoxy-6-methoxyphenyl)sulfonyl)-6-methoxypicolinamide